BrC1=CC(=C(C(=C1)F)NC=NC(C)(C)C)F N-(4-bromo-2,6-difluorophenyl)-N'-tert-butylformamidine